ClC=1C=C(C=CC1Cl)N(C(N(C)C1=CC=2OC(C(=CC2S1)C(=O)O)=O)=O)C 2-(3-(3,4-dichlorophenyl)-1,3-dimethylureido)-5-oxo-5H-thieno[3,2-b]pyran-6-carboxylic acid